C(C)(C)(C)OC([C@H](CC)N1C(C[C@H](C1)CCC)=O)=O (S)-2-((R)-2-oxo-4-n-propyl-1-pyrrolidinyl)butanoic acid tert-butyl ester